C(C)[C@H](C(=O)OCC1=C(C(=CC=C1)[C@H](C)C=1N=CNC1)C)[C@H](CO)CC1=CN=CN1C 3-((S)-1-(1H-Imidazol-4-yl)ethyl)-2-methylbenzyl (2S,3R)-2-ethyl-4-hydroxy-3-((1-methyl-1H-imidazol-5-yl)methyl)butanoate